[Na+].C(=O)([O-])COCC(=O)[O-].[Na+] mono(carboxymethyl) ether sodium salt